3-(4-chlorophenyl)-1-(2-(phenylethynyl)phenyl)prop-2-yn-1-one 2,5-dioxopyrrolidin-1-yl-5-(2,4-dimethoxyphenyl)-2-methyl-1H-imidazo[4,5-b]pyridine-7-carboxylate O=C1N(C(CC1)=O)N1C(=NC2=NC(=CC(=C21)C(=O)O)C2=C(C=C(C=C2)OC)OC)C.ClC2=CC=C(C=C2)C#CC(=O)C2=C(C=CC=C2)C#CC2=CC=CC=C2